N1=C(C=CC=C1)C1=NC=C(C=N1)NC(C1=NC=CC=C1)=O N-(2-(pyridin-2-yl)pyrimidin-5-yl)picolinamide